(3-(2-(benzo[d]thiazol-5-ylamino)-[1,2,4]triazolo[1,5-a]pyridin-5-yloxy)phenyl)acrylamide S1C=NC2=C1C=CC(=C2)NC2=NN1C(C=CC=C1OC=1C=C(C=CC1)C(C(=O)N)=C)=N2